2-thia-7-azaspiro[4.4]nonane 2,2-dioxide hydrochloride Cl.C1S(CCC12CNCC2)(=O)=O